2-CHLORo-1,1-DIFLUORoETHAN ClCC(F)F